N,N'-di-tert-butoxycarbonyl-L-lysine C(C)(C)(C)OC(=O)N[C@@H](CCCCNC(=O)OC(C)(C)C)C(=O)O